5-(tetrahydro-2H-pyran-4-yl)-1-((2-(trimethylsilyl)ethoxy)methyl)-1,5-dihydro-4H-pyrazolo[4,3-c]pyridin-4-one O1CCC(CC1)N1C(C2=C(C=C1)N(N=C2)COCC[Si](C)(C)C)=O